N-(8-fluoro-2-methyl-imidazo[1,2-a]pyridin-6-yl)-7-morpholin-2-yl-1-(2-trimethylsilylethoxymethyl)-benzimidazole-4-carboxamide FC=1C=2N(C=C(C1)NC(=O)C1=CC=C(C=3N(C=NC31)COCC[Si](C)(C)C)C3CNCCO3)C=C(N2)C